(2-Methoxycyclopentyl)(piperazin-1-yl)methanone hydrochloride Cl.COC1C(CCC1)C(=O)N1CCNCC1